ClC=1C=NN(C(C1C1CC1)=O)CC(=O)NC1=CC(=C(C=C1)C)S(NCCC1=NC=CC=C1)(=O)=O 2-(4-chloro-5-cyclopropyl-6-oxo-pyridazin-1-yl)-N-[4-methyl-3-[2-(2-pyridyl)ethylsulfamoyl]phenyl]acetamide